1,2-dioleyl-octadecenyl-sn-glycero-3-phosphorylcholine C(CCCCCCC\C=C/CCCCCCCC)C(=C(CCCCCCCCCCCCCCCC)CCCCCCCC\C=C/CCCCCCCC)C(OP(OC[C@@H](CO)O)(=O)O)C[N+](C)(C)C